1-((3-((2S,4R)-2-(3-fluoro-phenyl)-4-hydroxypyrrolidine-1-carbonyl)bicyclo[1.1.1]-pentan-1-yl)methyl)-1H-indazole-5-carbonitrile FC=1C=C(C=CC1)[C@H]1N(C[C@@H](C1)O)C(=O)C12CC(C1)(C2)CN2N=CC1=CC(=CC=C21)C#N